1,3-bis(isocyanatomethyl)-4-chlorobenzene N(=C=O)CC1=CC(=C(C=C1)Cl)CN=C=O